3-(2-(benzyloxy)-3-(1-cyclopropylethyl)phenyl)butanoate C(C1=CC=CC=C1)OC1=C(C=CC=C1C(C)C1CC1)C(CC(=O)[O-])C